2-(5-chloro-2-ethoxy-4-fluoro-3-(tetrahydro-2H-pyran-4-yl)phenyl)propanoic Acid ClC=1C(=C(C(=C(C1)C(C(=O)O)C)OCC)C1CCOCC1)F